OC1=C(C=CC(=C1)O)C(/C=C/C1=CC(=C(OCC(=O)NC2=CC=C(C=C2)C)C=C1)OCC)=O 2-[4-[(E)-3-(2,4-Dihydroxyphenyl)-3-oxoprop-1-enyl]-2-ethoxyphenoxy]-N-(4-methylphenyl)acetamide